N-(cyclopropylmethyl)-2-(4-(7-fluoro-1-methyl-2,3-dioxo-2,3-dihydropyrido[2,3-b]pyrazin-4(1H)-yl)piperidin-1-yl)pyrimidine-5-carboxamide C1(CC1)CNC(=O)C=1C=NC(=NC1)N1CCC(CC1)N1C2=C(N(C(C1=O)=O)C)C=C(C=N2)F